trin-butyl-sulfonium C(CCC)[S+](CCCC)CCCC